NC=1N=C(C2=C(N1)C=NN2CC2=C(C=C(C=C2)CO)OC)NCCCC (4-((5-amino-7-(butylamino)-1H-pyrazolo[4,3-d]pyrimidin-1-yl)methyl)-3-methoxyphenyl)methanol